8-(3,4-Dimethoxyphenyl)-2,7-dimethyl-N-(4-pyridylmethyl)pyrazolo[1,5-a][1,3,5]triazin-4-amin COC=1C=C(C=CC1OC)C=1C(=NN2C1N=C(N=C2NCC2=CC=NC=C2)C)C